(Z)-6-hydroxy-6,8-diphenyl-3-(p-tolyl)oct-2-ene-4,7-diyne-1-al OC(C#C\C(=C/C=O)\C1=CC=C(C=C1)C)(C#CC1=CC=CC=C1)C1=CC=CC=C1